5-[3-(5-fluoropyridin-3-yl)pyrrolidine-1-carbonyl]-6-methyl-N-(1-methylcyclopropyl)furo[2,3-d]pyrimidin-4-amine FC=1C=C(C=NC1)C1CN(CC1)C(=O)C1=C(OC=2N=CN=C(C21)NC2(CC2)C)C